1-Bromo-3-chloropropane BrCCCCl